1-methoxy-3-butoxypropane COCCCOCCCC